BrC=1C=C2C(=NC1C=1SC=CC1Cl)N=C(S2)S(=O)(=O)C 6-bromo-5-(3-chloro-2-thienyl)-2-methylsulfonyl-thiazolo[4,5-b]pyridine